N-((2R,3S)-1-(cyclopropylcarbonyl)-2-(((cis-4-(3,5-difluorophenyl)cyclohexyl)oxy)-methyl)piperidin-3-yl)methanesulfonamide C1(CC1)C(=O)N1[C@H]([C@H](CCC1)NS(=O)(=O)C)CO[C@@H]1CC[C@@H](CC1)C1=CC(=CC(=C1)F)F